Cl.C(#N)C=1C(=NC=C(C1C=1C=NC(=C(C1)OC)C#N)C1=CC(=C(C=C1)OC)O)N1CCC(CC1)NCC1=CC=C(C=C1)/C=C/C(=O)NO (E)-3-(4-(((1-(3',6-Dicyano-5'-(3-hydroxy-4-methoxyphenyl)-5-methoxy-[3,4'-bipyridin]-2'-yl)piperidin-4-yl)amino)methyl)phenyl)-N-hydroxyacrylamide hydrochloride